(1-(2-((tert-Butyldimethylsilyl)oxy)ethyl)-1H-pyrazol-3-yl)-4-(6-((2-(dimethylamino)ethyl)amino)-4-methyl-1-oxoisoindolin-2-yl)cyclohexane-1-carboxamide [Si](C)(C)(C(C)(C)C)OCCN1N=C(C=C1)C1(CCC(CC1)N1C(C2=CC(=CC(=C2C1)C)NCCN(C)C)=O)C(=O)N